(R)-N-(3,3-difluoro-1-(oxetan-3-yl)piperidin-4-yl)-5-(1-isopropyl-1H-benzo[d][1,2,3]triazol-6-yl)-4-methoxypyrrolo[2,1-f][1,2,4]triazin-2-amine FC1(CN(CC[C@H]1NC1=NN2C(C(=N1)OC)=C(C=C2)C=2C=CC1=C(N(N=N1)C(C)C)C2)C2COC2)F